NCC1=CC=C(C=C1)C=1N(N=C2C1N=CN(C2=O)CC2(CCN(CC2)C(=O)C2=CN=C(O2)C2CC2)O)C 3-(4-(Aminomethyl)phenyl)-6-((1-(2-cyclopropyloxazole-5-carbonyl)-4-hydroxypiperidin-4-yl)methyl)-2-methyl-2,6-dihydro-7H-pyrazolo[4,3-d]pyrimidin-7-one